C1(CC1)C1=C(C=CC(=C1)C(F)(F)F)C1CCC2=C(N(C1=O)CC#C)C=CC(=C2)F 3-(2-cyclopropyl-4-(trifluoromethyl)phenyl)-7-fluoro-1-(prop-2-yn-1-yl)-1,3,4,5-tetrahydro-2H-benzo[b]azepin-2-one